C(C)N(C(C1=C(C=C(C(=C1)C(C)C)O)O)=O)C=1C=NC=CC1 N-ethyl-2,4-dihydroxy-5-isopropyl-N-(pyridin-3-yl)benzamide